4'-(8-(4-(diphenylamino)phenyl)-3-phenyl-3H-benzo[f]chromen-3-yl)-[1,1'-biphenyl]-4-carbaldehyde C1(=CC=CC=C1)N(C1=CC=C(C=C1)C1=CC2=C(C=3C=CC(OC3C=C2)(C2=CC=CC=C2)C2=CC=C(C=C2)C2=CC=C(C=C2)C=O)C=C1)C1=CC=CC=C1